BrC=1C=C(C=2N(C1)N=CC2C#N)C=2C=NN(C2)C2OCCCC2 6-bromo-4-(1-(tetrahydro-2H-pyran-2-yl)-1H-pyrazol-4-yl)pyrazolo[1,5-a]Pyridine-3-carbonitrile